5-((4-(1-(6-((6-acetyl-8-cyclopentyl-5-methyl-7-oxo-7,8-dihydropyrido[2,3-d]pyrimidin-2-yl)amino)pyridin-3-yl)piperidin-4-yl)piperazin-1-yl)methyl)-4-fluoro-1-oxoisoindoline C(C)(=O)C1=C(C2=C(N=C(N=C2)NC2=CC=C(C=N2)N2CCC(CC2)N2CCN(CC2)CC=2C(=C3CNC(C3=CC2)=O)F)N(C1=O)C1CCCC1)C